N-methyl-4-nonadecyl-N-octadecyl-anilinium tetrakis(perfluoronaphthyl)borate FC1=C(C2=C(C(=C(C(=C2C(=C1F)F)F)F)F)F)[B-](C1=C(C(=C(C2=C(C(=C(C(=C12)F)F)F)F)F)F)F)(C1=C(C(=C(C2=C(C(=C(C(=C12)F)F)F)F)F)F)F)C1=C(C(=C(C2=C(C(=C(C(=C12)F)F)F)F)F)F)F.C[NH+](C1=CC=C(C=C1)CCCCCCCCCCCCCCCCCCC)CCCCCCCCCCCCCCCCCC